NC1=NC=C(C2=C1C(=C(S2)C2=CC(=C(C=C2)NC(C(=C)C)=O)C#N)C2=CC=C(C=C2)OC2=NC=CC(=N2)C)C=2C=NN(C2)C N-(4-(4-amino-7-(1-methyl-1H-pyrazol-4-yl)-3-(4-((4-methylpyrimidin-2-yl)oxy)phenyl)thieno[3,2-c]pyridin-2-yl)-2-cyanophenyl)methacrylamide